CN(C(=O)C1=CC=C(C=C1)B(O)O)C 4-(dimethylcarbamoyl)-phenylboronic acid